C(CCC)NCCCCCN N-butylpentane-1,5-diamine